N1=CC(=CC=C1)/C=C/C1=CC=C(OC2CN(C2)C=2C(=C(C(=O)O)C=CC2)N2C=CC=C2)C=C1 (E)-3-(3-(4-(2-(pyridin-3-yl)vinyl)phenoxy)azetidin-1-yl)-2-(1H-pyrrol-1-yl)benzoic acid